NC=1C(=C(C=CC1)C1=NN2C(C(CCC2)=O)=C1)Cl 2-(3-amino-2-chloro-phenyl)-6,7-dihydro-5H-pyrazolo[1,5-a]pyridin-4-one